3-((1-(4,4-difluoro-3-(3-fluoro-1H-pyrazol-1-yl)butyryl)-4-hydroxypiperidin-4-yl)methyl)-7-(1-(methylamino)-2,3-dihydro-1H-inden-5-yl)imidazo[2,1-f][1,2,4]triazin-4(3H)-one formate C(=O)O.FC(C(CC(=O)N1CCC(CC1)(O)CN1C=NN2C(C1=O)=NC=C2C=2C=C1CCC(C1=CC2)NC)N2N=C(C=C2)F)F